1-benzyl-4-tert-butyl-1,2,3,6-tetrahydropyridine C(C1=CC=CC=C1)N1CCC(=CC1)C(C)(C)C